The molecule is a silyl ether that is the N,O-bis(trimethylsilyl) derivative of trifluoroacetamide. N,O-bis(trimethylsilyl)trifluoroacetamide is a derivatisation agent used in gas chromatography/mass spectrometry applications. It has a role as a chromatographic reagent. It is a silyl ether, an organofluorine compound and a N-silyl compound. It derives from a trifluoroacetic acid. C[Si](C)(C)/N=C(\\C(F)(F)F)/O[Si](C)(C)C